C1(CCCCC1)=CC=1C=CC2=C(C(=C(O2)C)C(=O)OCC)C1 ethyl 5-(cyclohexylidenemethyl)-2-methylbenzofuran-3-carboxylate